1H-indol-5-carboxylic acid N1C=CC2=CC(=CC=C12)C(=O)O